ClC1=CC=C2C(=CC=NC2=C1)NC(CCCN1CCS(CC1)(=O)=O)C 4-(4-((7-chloroquinolin-4-yl)amino)amyl)thiomorpholine-1,1-dioxide